(14S,17S)-8-bromo-17-(4-tert-butylpyridin-2-yl)-12,12-dimethyl-2λ6-thia-3,9,11,18,23-pentaazatetracyclo[17.3.1.111,14.05,10]tetracosa-1(22),5,7,9,19(23),20-hexaene-2,2,4-trione BrC1=CC=C2C(NS(C3=CC=CC(N[C@@H](CC[C@H]4CC(N(C2=N1)C4)(C)C)C4=NC=CC(=C4)C(C)(C)C)=N3)(=O)=O)=O